Cl.C1(CC1)C(=S)N1C[C@@H](NCC1)C (S)-Cyclopropyl(3-methylpiperazin-1-yl)methanethione hydrochloride